C1(CCC1)C=1C(=NN(C1C1=CC=C(C=C1)F)C)NC(=O)C1CS(C1)(=O)=O N-(4-cyclobutyl-5-(4-fluorophenyl)-1-methyl-1H-pyrazol-3-yl)thietane-3-carboxamide 1,1-dioxide